(R)-N-(6-(3-(2-hydroxybutyl)ureido)-2,3-diphenylquinolin-4-yl)cyclopropanecarboxamide O[C@@H](CNC(NC=1C=C2C(=C(C(=NC2=CC1)C1=CC=CC=C1)C1=CC=CC=C1)NC(=O)C1CC1)=O)CC